FC1=C(C=C(C=C1)NC(=O)C1=C(N(C(=C1C)C(C(=O)NC1(CCC(CC1)O)C)=O)C)C=1SC=CN1)C N-(4-fluoro-3-methylphenyl)-5-(2-(((1s,4s)-4-hydroxy-1-methylcyclohexyl)amino)-2-oxoacetyl)-1,4-dimethyl-2-(thiazol-2-yl)-1H-pyrrole-3-carboxamide